NC1=NC2=CC=C(C=C2C(=N1)N)C=1N=NN(C1)C1=CC=C(C=C1)Br 2,4-diamino-6-(1-(4-bromophenyl)-1H-1,2,3-triazol-4-yl)quinazoline